C12OCC(C1)(C2)C=2N=C1N(C=C(C(=C1)OC(C)C)C(=O)O)C2 2-(2-Oxabicyclo[2.1.1]hexan-4-yl)-7-isopropoxyimidazo[1,2-a]pyridine-6-carboxylic acid